methylbenzene-1,4-disulfonamide CC1=C(C=CC(=C1)S(=O)(=O)N)S(=O)(=O)N